N4-(2-(2-fluorophenyl)pyridin-4-yl)-N6-(2-methoxy-5-methyl-4-(4-(4-methylpiperazin-1-yl)piperidin-1-yl)phenyl)pyrimidine-4,6-diamine FC1=C(C=CC=C1)C1=NC=CC(=C1)NC1=NC=NC(=C1)NC1=C(C=C(C(=C1)C)N1CCC(CC1)N1CCN(CC1)C)OC